C1(=CC=CC=C1)C1=NC(=NC(=N1)C1=CC=CC=C1)C1=CC=C(C=C1)C=C 2,4-diphenyl-6-(4-vinyl-phenyl)-1,3,5-triazine